FC(OC=1C=C(C=CC1)C1=CC(=C(S1)C)C(=O)NC1=NC(=NS1)CC(C)N1CCOCC1)F 5-(3-(Difluoromethoxy)phenyl)-2-methyl-N-(3-(2-morpholinopropyl)-1,2,4-thiadiazol-5-yl)thiophene-3-carboxamide